Bis-(2,6-di-tert-butyl-4-methylphenyl)pentaerythritol diphosphite OP(O)OP(O)O.C(C)(C)(C)C1=C(C(=CC(=C1)C)C(C)(C)C)C(O)(C(CO)(CO)CO)C1=C(C=C(C=C1C(C)(C)C)C)C(C)(C)C